(S)-6-(difluoromethoxy)-4-fluoro-N-methyl-2,3-dihydrobenzofuran-3-amine FC(OC1=CC2=C([C@@H](CO2)NC)C(=C1)F)F